C(C)(C)(C)OC(=O)C1N(C(C(C1C1=CC(=CC=C1)Cl)C1=C(C=C(C=C1)Cl)F)CC(C)(C)C)CCO 4-(4-chloro-2-fluorophenyl)-3-(3-chlorophenyl)-1-(2-hydroxyethyl)-5-neopentylpyrrolidine-2-carboxylic acid tert-butyl ester